C1(=CC=CC=C1)C1CNC2=C(O1)C=CC(=C2)N phenyl-3,4-dihydro-2H-benzo[b][1,4]oxazin-6-amine